NN1C(=NC(=C1C(=O)N)C1=CC=C(C=C1)C(NC1=NC=CC(=C1)C(F)(F)F)=O)[C@H]1N(CCC1)C(C#CC)=O (S)-1-amino-2-(1-(but-2-ynoyl)pyrrolidin-2-yl)-4-(4-((4-(trifluoromethyl)pyridin-2-yl)carbamoyl)phenyl)-1H-imidazole-5-carboxamide